10-bromo-4,6,8-trimethylundecylethylmethyl ether BrC(CC(CC(CC(CCCC(CC)OC(CCCC(CC(CC(CC(C)Br)C)C)C)CC)C)C)C)C